C(C)(C)(C)OC(=O)NC=1C(=NC=CC1)CCC(=O)OCC ethyl 3-(3-((tert-butoxycarbonyl)amino)pyridin-2-yl)propanoate